ClC=1C=C(C=CC1Cl)CNC=1NC(C2=C(N1)C=NN2CC2NCCC2)=O 5-[(3,4-dichlorophenyl)methylamino]-1-(pyrrolidin-2-ylmethyl)-6H-pyrazolo[4,3-d]pyrimidin-7-one